(S)-N-((4-chlorophenyl)(piperidin-4-yl)methyl)-4-(trifluoromethoxy)benzenesulfonamide ClC1=CC=C(C=C1)[C@@H](NS(=O)(=O)C1=CC=C(C=C1)OC(F)(F)F)C1CCNCC1